[Ni].COC1=C(C=CC=C1)C(=C)P(C1=CC=CC=C1)C1=CC=CC=C1 1-(2-methoxyphenyl)vinyl-diphenylphosphine nickel